butyl N-[(4-aminophenyl)methyl]carbamate NC1=CC=C(C=C1)CNC(OCCCC)=O